copper (dl)-methionine N[C@@H](CCSC)C(=O)O.[Cu] |r|